FC(C(=O)O)(F)F.C1NCC12CCN(CC2)C2=NC=NC1=CC=C(C=C21)C=2C=C(C(=NC2)OC)NS(=O)(=O)C2=C(C=C(C=C2F)F)F N-(5-(4-(2,7-diazaspiro[3.5]nonan-7-yl)quinazolin-6-yl)-2-methoxypyridin-3-yl)-2,4,6-trifluorobenzenesulfonamide trifluoroacetate